(5-((5-(hydroxymethyl)pyridin-2-yl)methoxy)-1,3,4-thiadiazol-2-yl)-4-(2-methoxyphenyl)-6-methylpyridine-3-carboxamide OCC=1C=CC(=NC1)COC1=NN=C(S1)C1=NC(=CC(=C1C(=O)N)C1=C(C=CC=C1)OC)C